C(C)(=O)SSCCNC(CCNC([C@@H](C(COP(OP(OC[C@@H]1[C@H]([C@H]([C@@H](O1)N1C=NC=2C(N)=NC=NC12)O)OP(=O)(O)O)(=O)O)(=O)O)(C)C)O)=O)=O acetylthio-CoA